3-Bromo-1-(1-(methoxycarbonyl)cyclopropyl)-1H-pyrazole-5-carboxylic acid ethyl ester C(C)OC(=O)C1=CC(=NN1C1(CC1)C(=O)OC)Br